3-Hydroxy-tetracosanoic acid OC(CC(=O)O)CCCCCCCCCCCCCCCCCCCCC